CN1N=CC=C1C(=O)N[C@H](C(NC1=NC=CC(=C1)CN1C(N[C@@H](C1)C(F)(F)F)=O)=O)C1CCC(CC1)C 1-Methyl-N-((S)-1-((1r,4S)-4-methylcyclohexyl)-2-oxo-2-((4-(((S)-2-oxo-4-(trifluoromethyl)imidazolidin-1-yl)methyl)pyridin-2-yl)amino)ethyl)-1H-pyrazole-5-carboxamide